1,2-di((tert-butyl)(2-pyridinyl)phosphino)o-xylene C(C)(C)(C)P(C1(C(C=CC=C1)(C)P(C1=NC=CC=C1)C(C)(C)C)C)C1=NC=CC=C1